FC1=C(C=CC(=C1)F)C=1C(=C2SCCCN2N1)C(=O)N[C@@H]1C(NC2=C(C(=N1)C1=CC=CC=C1)C=CC=C2F)=O 2-(2,4-difluorophenyl)-N-[(3S)-9-fluoro-2-oxo-5-phenyl-2,3-dihydro-1H-1,4-benzodiazepine-3-yl]-5H,6H,7H-pyrazolo[3,2-b][1,3]Thiazine-3-carboxamide